ICCCCCCCC(C)I 1,8-diiodononane